1,10-bis(maleimido)decane C1(C=CC(N1CCCCCCCCCCN1C(C=CC1=O)=O)=O)=O